9-(5-((1-(3,3-Difluoropropyl)azetidin-3-yl)methyl)-3-fluoropyridin-2-yl)-8-(4,4-dimethylcyclohexyl)-6,7-dihydro-5H-benzo[7]annulene-3-carboxylic acid FC(CCN1CC(C1)CC=1C=C(C(=NC1)C1=C(CCCC2=C1C=CC(=C2)C(=O)O)C2CCC(CC2)(C)C)F)F